(2S)-2-({[(1S)-1-carboxy-5-[(6-[18F]fluoro-2-methoxypyridin-3-yl)formamido]pentyl]carbamoyl}-amino)pentanedioic acid C(=O)(O)[C@H](CCCCNC(=O)C=1C(=NC(=CC1)[18F])OC)NC(=O)N[C@H](C(=O)O)CCC(=O)O